4-t-butyl-1,2-phenylenediamine C(C)(C)(C)C1=CC(=C(C=C1)N)N